C(C=C)C1=C\C(\C(C(=C1)C=1C=CC2=C(C=C(O2)C)C1)O)=N/CC1=CC=C(C=C1)[N+](=O)[O-] (E)-4-allyl-2-(4-nitrobenzylimino)-6-(2-methylbenzofuran-5-yl)phenol